CC(C)(C)[S@@](=O)N[C@@H]1C2(CC3=CC=CC=C13)CCC(CC2)C2=NC=C(N=C2)SCC2CC2 (R)-2-methyl-N-[(1s,3'R,4S)-4-{5-[(cyclopropylmethyl)sulfanyl]pyrazin-2-yl}-1',3'-dihydrospiro[cyclohexane-1,2'-inden]-3'-yl]propane-2-sulfinamide